N(=NC(C)(C)C(NCCC(=O)O)=N)C(C)(C)C(NCCC(=O)O)=N 2,2'-azobis{2-[N-(2-carboxyethyl)amidino]Propane}